C(C\C=C\CC)C1(C(C(CC1)(C)C)=O)C (E)-2-(hex-3-en-1-yl)-2,5,5-trimethylcyclopentan-1-one